C[C@H]1N(CCN(C1)S(=O)(=O)C)CC=1C=CC2=C(C(=NO2)N2C(NC(CC2)=O)=O)C1 (R)-1-(5-((2-methyl-4-(methylsulfonyl)piperazin-1-yl)methyl)benzo[d]isoxazol-3-yl)dihydropyrimidine-2,4(1H,3H)-dione